methyl 2-((6-(6-((4-cyano-2-fluorobenzyl) oxy) pyridin-2-yl)-3-azabicyclo[4.1.0]hept-3-yl) methyl)-1-((S)-oxetan-2-ylmethyl)-1H-benzo[d]imidazole-6-carboxylate C(#N)C1=CC(=C(COC2=CC=CC(=N2)C23CCN(CC3C2)CC2=NC3=C(N2C[C@H]2OCC2)C=C(C=C3)C(=O)OC)C=C1)F